dioctyloxalate C(CCCCCCC)OC(C(=O)OCCCCCCCC)=O